N1=NN=C2C1=CC=CC2=[Se] benzotriazoleselon